BrC1=CN(C2=C1C=NC=C2)CC=2N=NN(C2)C(C(=O)OC(C)(C)C)C(C)C tert-butyl 2-[4-({3-bromopyrrolo[3,2-c]pyridin-1-yl}methyl)-1,2,3-triazol-1-yl]-3-methylbutanoate